N-(4-methylphenyl)pent-4-enamide CC1=CC=C(C=C1)NC(CCC=C)=O